2-methoxy-N-(4-methoxy-6-((5-propionyl-5,6-dihydropyrrolo[3,4-c]pyrazol-1(4H)-yl)methyl)benzo[d]isoxazol-3-yl)benzenesulfonamide COC1=C(C=CC=C1)S(=O)(=O)NC1=NOC2=C1C(=CC(=C2)CN2N=CC1=C2CN(C1)C(CC)=O)OC